(1R,3S)-3-[3-({[1-(2-methoxyethyl)-1H-pyrazol-5-yl]carbonyl}amino)-1H-pyrazol-5-yl]cyclopentyl (2S)-2-methylazetidine-1-carboxylate C[C@@H]1N(CC1)C(=O)O[C@H]1C[C@H](CC1)C1=CC(=NN1)NC(=O)C1=CC=NN1CCOC